COC(=O)C1=CC=C2[C@@H](N(C(N(C2=C1)CC1=CC=CC=C1)=O)C)C (S)-1-benzyl-3,4-dimethyl-2-oxo-1,2,3,4-tetrahydroquinazoline-7-carboxylic acid methyl ester